NC=1N=C(SC1C(C1=CC=C(C=C1)OC(F)F)=O)N(C1=C(C=C(C=C1)Cl)F)[C@H](C(=O)N)C (S)-2-(N-[4-amino-5-[4-(difluoromethoxy)benzoyl]thiazol-2-yl]-4-chloro-2-fluoro-anilino)propanamide